N-(2,4-dimethoxy-5-nitrophenyl)-4-(1-methyl-1H-indol-3-yl)pyrimidin-2-amine COC1=C(C=C(C(=C1)OC)[N+](=O)[O-])NC1=NC=CC(=N1)C1=CN(C2=CC=CC=C12)C